tert-butyl 2-(2-bromo-6-chloropyridin-4-yl)-2-methylmorpholine-4-carboxylate BrC1=NC(=CC(=C1)C1(CN(CCO1)C(=O)OC(C)(C)C)C)Cl